5-(1-isopropyl-2-methyl-1H-imidazo[4,5-b]pyridin-6-yl)-N-((1-methylpiperidin-4-yl)methyl)-7H-pyrrolo[2,3-d]pyrimidin-2-amine C(C)(C)N1C(=NC2=NC=C(C=C21)C2=CNC=1N=C(N=CC12)NCC1CCN(CC1)C)C